1,3-dimethylimidazole trifluoromethanesulfonic acid salt FC(S(=O)(=O)O)(F)F.CN1CN(C=C1)C